N[S@@](=NC(CC=1C(=C2COCC2=CC1C(C)C)C(C)C)=O)(=O)C=1SC(=CC1F)CN(C)C (S)-N-(amino(5-((dimethylamino)methyl)-3-fluorothiophen-2-yl)(oxo)-λ6-sulfaneylidene)-2-(4,6-diisopropyl-1,3-dihydroisobenzofuran-5-yl)acetamide